N,N-dimethyl-3-(5-(4,4,5,5-tetramethyl-1,3,2-dioxaborolan-2-yl)benzo[d]thiazol-2-yl)Cyclobutanamine CN(C1CC(C1)C=1SC2=C(N1)C=C(C=C2)B2OC(C(O2)(C)C)(C)C)C